CN(C1CN(C1)C(=O)OC(C)(C)C)C=1C(=NC(=CC1)C(NC)=O)C tert-butyl 3-(methyl(2-methyl-6-(methylcarbamoyl)pyridin-3-yl)amino)azetidine-1-carboxylate